ClC1=C2C(=NC=C1C=O)N(C=C2)COCC[Si](C)(C)C 4-Chloro-1-((2-(trimethylsilyl)ethoxy)methyl)-1H-pyrrolo[2,3-b]pyridine-5-carbaldehyde